6-chloro-5-[5-[2-[1-(difluoromethyl)cyclopropyl]ethynyl]-3,4-dihydro-2H-quinolin-1-yl]-7-fluoro-1-methyl-[1,2,4]triazolo[4,3-a]quinazoline ClC1=C2C(=NC=3N(C2=CC=C1F)C(=NN3)C)N3CCCC1=C(C=CC=C31)C#CC3(CC3)C(F)F